(5'S,7a'R)-1-(5-methylthiophen-3-yl)-5'-phenyltetrahydro-3'H-spiro[piperidine-4,2'-pyrrolo[2,1-b][1,3]oxazol]-3'-one CC1=CC(=CS1)N1CCC2(C(N3[C@H](O2)CC[C@H]3C3=CC=CC=C3)=O)CC1